C1(CC1)C1=C(C(=NO1)C1=C(C=CC=C1)C(F)(F)F)/C=C/C1CC2(CN(C2)C=2C=C3C(=CC=NC3=CC2)C(F)(F)F)C1 (E)-6-(6-(2-(5-Cyclopropyl-3-(2-(trifluoromethyl)phenyl)isoxazol-4-yl)vinyl)-2-azaspiro[3.3]heptan-2-yl)-4-(trifluoromethyl)chinolin